C(C1=CC=CC=C1)N1N=C(N=C1[C@H]1C(N(C=2N(CC1)N=C(C2)CC2COCC2)C)=O)C(=O)N |r| 1-benzyl-[rac-(6S)-4-methyl-5-oxo-2-(tetrahydrofuran-3-ylmethyl)-7,8-dihydro-6H-pyrazolo[1,5-a][1,3]diazepin-6-yl]-1,2,4-triazole-3-carboxamide